1-(2-hydroxyethyl)-3-((3-(trifluoromethyl)phenyl)amino)-1H-indole OCCN1C=C(C2=CC=CC=C12)NC1=CC(=CC=C1)C(F)(F)F